CC1=CC=C(C(=O)OC[C@]2(O[C@H](C[C@@H]2OC(C2=CC=C(C=C2)C)=O)N2C3=NC=NC(=C3N=C2)NC2CC2)CC)C=C1 [(2R,3S,5R)-5-[6-(cyclopropylamino)purin-9-yl]-2-ethyl-3-(4-methylbenzoyl)oxy-tetrahydrofuran-2-yl]methyl 4-methylbenzoate